2,5-dimethylheptanediamine CC(C(N)N)CCC(CC)C